4'-bromospiro[cyclopropane-1,3'-indoline]-2'-one BrC1=C2C3(C(NC2=CC=C1)=O)CC3